C(CC)C(=C(C1CCCCC1)C1CCCCC1)CCC propyldicyclohexyl-pentene